2-(2-(4,4-difluorocyclohexyl)hydrazineylidene)acetaldehyde FC1(CCC(CC1)NN=CC=O)F